Sodium tetrasilicon [Si].[Si].[Si].[Si].[Na]